C(C)(C)(C)OC(=O)NC1CN(CCC1F)C=1C2=C(N=CN1)C(=CC(=N2)Cl)C(=O)OC Methyl 4-(3-((tert-Butoxycarbonyl) amino)-4-fluoropiperidin-1-yl)-6-chloropyrido[3,2-d]pyrimidine-8-carboxylate